8-(5-(2-methylpyridin-3-yl)-1H-pyrrolo[2,3-b]pyridin-3-yl)-3,4-dihydrobenzo[f][1,4]oxazepin-5(2H)-one CC1=NC=CC=C1C=1C=C2C(=NC1)NC=C2C2=CC1=C(C(NCCO1)=O)C=C2